[N+](=O)([O-])C1=C(C=CC=C1)N=[N+]=[N-] nitro-phenyl azide